lead-zinc fluorine [F].[Zn].[Pb]